1,3,4-trimethylpyrazole CN1N=C(C(=C1)C)C